BrC1=CC=C(C=N1)N1C(NC2=C1C(=CC=C2)C)=O 3-(6-bromo-3-pyridyl)-4-methyl-1H-benzimidazol-2-one